S(=O)(=O)(O)O.C1(=CC=CC=C1)OC(CC)CCCCCCC 3-decyl phenyl ether sulfate